7-methoxy-6-(4-methoxyphenyl)-2,3-diphenyl-N-(1,3,5-triazine-2-yl)pyrazolo[1,5-a]Pyrimidin-5-amine COC1=C(C(=NC=2N1N=C(C2C2=CC=CC=C2)C2=CC=CC=C2)NC2=NC=NC=N2)C2=CC=C(C=C2)OC